bis(4,6-diphenylpyrimidine) iridium (iii) [Ir+3].C1(=CC=CC=C1)C1=NC=NC(=C1)C1=CC=CC=C1.C1(=CC=CC=C1)C1=NC=NC(=C1)C1=CC=CC=C1